C(C1=CC=CC=C1)OC[C@@H]1N[C@H](C2=CC=CC(=C2C1)Br)C (1s,3r)-3-(benzyloxymethyl)-5-bromo-1-methyl-1,2,3,4-tetrahydroisoquinoline